NC1=C2N=C(N(C2=NC=N1)[C@@H]1O[C@@H]([C@H]([C@H]1O)O)CO)OCC1=CC=CC=C1 (2R,3R,4S,5R)-2-(6-amino-8-(benzyloxy)-9H-purin-9-yl)-5-(hydroxymethyl)tetrahydrofuran-3,4-diol